tri(isononylphenyl) thiophosphate P(=S)(OC1=C(C=CC=C1)CCCCCCC(C)C)(OC1=C(C=CC=C1)CCCCCCC(C)C)OC1=C(C=CC=C1)CCCCCCC(C)C